ClC1=C2C(=NC=C1)N(C(=C2)C2=CC(=NC=C2)OC)S(=O)(=O)C2=CC=C(C)C=C2 4-Chloro-2-(2-methoxypyridin-4-yl)-1-tosyl-1H-pyrrolo[2,3-b]pyridine